N-(2-hydroxyethyl) hexamethylenediamine methacrylate C(C(=C)C)(=O)O.OCCNCCCCCCN